2-(4,6-diphenyl-1,3,5-triazine-2-yl)-5-(hexyl)oxy-phenol C1(=CC=CC=C1)C1=NC(=NC(=N1)C1=CC=CC=C1)C1=C(C=C(C=C1)OCCCCCC)O